COC=1C=C(C=CC1OC)CCNC(=S)NC1=NN(C=C1)CC1=C(C(=C(C(=C1F)F)F)F)F N-[2-(3,4-dimethoxyphenyl)ethyl]-N'-[1-(pentafluorobenzyl)-1H-pyrazol-3-yl]thiourea